6-[5-[tert-butyl(dimethyl)silyl]oxypentoxy]-5-fluoro-pyridine-2-carbonitrile [Si](C)(C)(C(C)(C)C)OCCCCCOC1=C(C=CC(=N1)C#N)F